(4-((7,9-difluoro-3-fluoro-5H-pyrido[3,2-b]indol-5-yl)methyl)benzyl)phosphonic acid FC=1C=C(C=2C3=C(N(C2C1)CC1=CC=C(CP(O)(O)=O)C=C1)C=C(C=N3)F)F